FC(C(=O)O)(CC1=C(C(=C(C(=C1F)F)F)F)F)F α,α,2,3,4,5,6-heptafluoro-phenylpropionic acid